N-(1,1-dioxo-2,3-dihydro-1,2-benzothiazol-6-yl)-5-(trifluoromethyl)pyridine-3-carboxamide O=S1(NCC2=C1C=C(C=C2)NC(=O)C=2C=NC=C(C2)C(F)(F)F)=O